cis-4-amino-1-methyl-cyclohexanecarbonitrile hydrochloride Cl.NC1CCC(CC1)(C#N)C